2-Chloro-N-[4-[(E)-3-(4-hydroxyphenyl)prop-2-enoyl]phenyl]benzenesulfonamide ClC1=C(C=CC=C1)S(=O)(=O)NC1=CC=C(C=C1)C(\C=C\C1=CC=C(C=C1)O)=O